N-(2,2-difluoroethyl)-5-(5-(4-methylpyridin-3-yl)-1H-pyrrolo[2,3-b]pyridin-3-yl)pyrazolo[1,5-a]pyridine-3-carboxamide FC(CNC(=O)C=1C=NN2C1C=C(C=C2)C2=CNC1=NC=C(C=C12)C=1C=NC=CC1C)F